C(CO)(=O)N[As]([O-])([O-])=O glycolylamidoarsenate